3-(5-Fluoro-2-methoxyphenoxy)-N-(3-sulfamoylphenyl)-6-(trifluoromethyl)pyridazine-4-carboxamide FC=1C=CC(=C(OC=2N=NC(=CC2C(=O)NC2=CC(=CC=C2)S(N)(=O)=O)C(F)(F)F)C1)OC